C(C)(C)(C)OC(=O)N1CC([C@@H]2N(CC[C@@H]21)CC(C(C(=O)O)(C)C)O)(F)F |o1:10,14| 4-((3aS*,6aR*)-4-(tert-butoxycarbonyl)-6,6-difluorohexahydropyrrolo[3,2-b]pyrrol-1(2H)-yl)-3-hydroxy-2,2-dimethylbutanoic acid